N,N'-bis(2-fluoro-4-aminophenyl)terephthalamide FC1=C(C=CC(=C1)N)NC(C1=CC=C(C(=O)NC2=C(C=C(C=C2)N)F)C=C1)=O